4-(6-chloro-4-(4-(cycloprop-ylamino)azepan-1-yl)-8-fluoro-2-(((S)-1-methylpyrrolidin-2-yl)methoxy)quinazolin-7-yl)benzo[d]thiazol-2-amine ClC=1C=C2C(=NC(=NC2=C(C1C1=CC=CC2=C1N=C(S2)N)F)OC[C@H]2N(CCC2)C)N2CCC(CCC2)NC2CC2